N-(3-methoxybenzyl)-4-((4-methylpiperazin-1-yl)methyl)thiazol-2-amine COC=1C=C(CNC=2SC=C(N2)CN2CCN(CC2)C)C=CC1